COCN1C(N(C(C1O)O)COC)=O 1,3-di(methoxymethyl)4,5-dihydroxy-2-imidazolidinone